5,6-diaminouracil NC=1C(NC(NC1N)=O)=O